5-fluoro-6-methoxy-1-methyl-1,2-dihydro-3H-benzo[e]indole-3-carboximidamide FC=1C2=C(C=3C(CN(C3C1)C(N)=N)C)C=CC=C2OC